1-((1H-imidazol-2-yl)methyl)-4-ethylpiperidine, Trifluoroacetic acid salt FC(C(=O)O)(F)F.N1C(=NC=C1)CN1CCC(CC1)CC